Cl.NC[C@@H]1CN(CC1)C1=NC2=C(N1CC1=NC=C(C#N)C=C1)C=CC=C2 (R)-6-((2-(3-(aminomethyl)pyrrolidin-1-yl)-1H-benzo[d]imidazol-1-yl)methyl)nicotinonitrile hydrochloride